ClC1=CC=C2C(=CC=NC2=C1)NC(CCCN(CCO)CC)C 2-[[4-[(7-chloro-4-quinolyl)-amino]pentyl]ethylamino]-ethanol